(R) or (S)-1,1'-binaphthalene C1(=CC=CC2=CC=CC=C12)C1=CC=CC2=CC=CC=C12